C(C)OC(C=C=CC(C1=CC=C(C=C1)C(C)C)OC(C)=O)=O 5-acetoxy-5-(4-isopropylphenyl)penta-2,3-dienoic acid ethyl ester